ClC=1N=C(C2=C(N1)C(=C(N=C2)Cl)F)N2CC(CCC2)C(C)(C)O 2-(1-(2,7-dichloro-8-fluoropyrido[4,3-d]pyrimidin-4-yl)piperidin-3-yl)propan-2-ol